N-(5-(benzo[d][1,3]dioxol-4-yl)-4-((4-(3-(hydroxymethyl)tetrahydrofuran-3-yl)-6-(methylsulfonyl)pyridin-2-yl)amino)pyridin-2-yl)acetamide O1COC2=C1C=CC=C2C=2C(=CC(=NC2)NC(C)=O)NC2=NC(=CC(=C2)C2(COCC2)CO)S(=O)(=O)C